3,5-di-tert-butyl-4-hydroxy-phenylpropionyl-hexanediamine C(C)(C)(C)C=1C=C(C=C(C1O)C(C)(C)C)CCC(=O)C(CCCCC)(N)N